Diisostearyl Malate Diisostearyl-Malate C(CCCCCCCCCCCCCCC(C)C)OC(C(O)CC(=O)OCCCCCCCCCCCCCCCC(C)C)=O.C(C(O)CC(=O)OCCCCCCCCCCCCCCCC(C)C)(=O)OCCCCCCCCCCCCCCCC(C)C